FC=1C(=NC(=NC1)NC1=C(C(=CC=C1)S(=O)(=O)C)F)C1=CNC2=C(C=CC=C12)NC([C@@H](C)N1C[C@@H](N([C@H](C1)C)C)C)=O (R)-N-(3-(5-Fluoro-2-((2-fluoro-3-(methylsulfonyl)phenyl)amino)pyrimidin-4-yl)-1H-indol-7-yl)-2-((3S,5S)-3,4,5-trimethylpiperazin-1-yl)propanamid